4-amino-2-(alpha,beta-dihydroxyethyl)-phenol NC1=CC(=C(C=C1)O)C(CO)O